BrC1=NC=CC(=C1)OC1=CC(=C(N)C=C1)F 4-((2-bromopyridin-4-yl)oxy)-2-fluoroaniline